ClC=1C=C(C=C(C1OC1=NNC(C(=C1)C(C)(C)F)=O)Cl)N1N=C(C(NC1=O)=O)CF 2-(3,5-dichloro-4-((5-(2-fluoropropan-2-yl)-6-oxo-1,6-dihydropyridazin-3-yl)oxy)phenyl)-6-(fluoromethyl)-1,2,4-triazine-3,5(2H,4H)-dione